C(C)OC(=O)C=1C(=NC(=NC1)NCCC)NCCCNC(NCCC(=O)O)=S 3-(3-(3-((5-(Ethoxycarbonyl)-2-(propylamino)pyrimidin-4-yl)amino)propyl)thioureido)propanoic acid